ClC1=CC(=C(C=C1)C(C(C)C=1N(C(C(=C(N1)C(=O)NC=1C=NOC1)OC)=O)C)C1=CC=CC=C1)C#N 2-(1-(4-chloro-2-cyanophenyl)-1-phenylpropan-2-yl)-5-methoxy-N-(isoxazol-4-yl)-1-methyl-6-oxo-1,6-dihydropyrimidine-4-carboxamide